2,6-dimethyl-biphenyl CC1=C(C(=CC=C1)C)C1=CC=CC=C1